C1(=CC=C(C=C1)C=1C=NC2(N1)CCN(CC2)C(=O)N)C 3-(p-tolyl)-1,4,8-triazaspiro[4.5]decan-1,3-diene-8-carboxamide